BrC1=NC(=CC=C1NC(C1=C(C=CC(=C1)C(F)(F)F)NC1=C(C=C(C=C1)F)C)=O)OC N-(2-bromo-6-methoxypyridin-3-yl)-2-((4-fluoro-2-methylphenyl)-amino)-5-(trifluoromethyl)-benzamide